3-(4-methyl-1-oxo-1,3-dihydroisobenzofuran-5-yl)-4-oxopyrrolidine-1-carboxylic acid tert-butyl ester C(C)(C)(C)OC(=O)N1CC(C(C1)=O)C=1C(=C2COC(C2=CC1)=O)C